CCCCCC=CCC=CCCCCCCCC(=O)O[C@H]1CC[C@@]2([C@H]3CC[C@]4([C@H]([C@@H]3CC=C2C1)CC[C@@H]4[C@H](C)CCCC(C)C)C)C cholesteryllinoleate